CC=1C(=CC2=C(C(CCO2)CN)C1)C (6,7-dimethyl-3,4-dihydro-2H-1-benzopyran-4-yl)methylamine